CN(C)CCN1N=NC(=C1)CSC1=CC=C(C=C1)OC 1-[2-(N,N-dimethylamino)ethyl]-4-[(4-methoxyphenyl)thiomethyl]-1H-1,2,3-triazole